FC1=CC(=C2C=CN=C(C2=C1)C)C(C(=O)O)N1CC(C1)OCCCCCC1=NC=2NCCCC2C=C1 2-(7-fluoro-1-methylisoquinolin-5-yl)-2-(3-(5-(5,6,7,8-tetrahydro-1,8-naphthyridin-2-yl)pentyloxy)azetidin-1-yl)acetic acid